N-[bis(dimethylamino)phosphoryl]-N-methylmethanamine CN(P(=O)(N(C)C)N(C)C)C